N1CCC(CC1)C1=NNC(=C1)C1=C2C(=NC=C1)NC=C2 4-(3-(piperidine-4-yl)-1H-pyrazol-5-yl)-1H-pyrrolo[2,3-b]pyridine